ClC1=CC(=CC=2NC(NC21)=O)[N+](=O)[O-] 4-chloro-6-nitro-1H-benzo[d]imidazol-2(3H)-one